C([C@@H]1CO1)OS(=O)(=O)C1=CC(=CC=C1)[N+](=O)[O-] (S)-(+)-m-nitrobenzenesulfonic acid glycidyl ester